2-(3-(difluoromethyl)-1H-pyrazolo[3,4-c]pyridin-1-yl)-N-(trans-4-(2-hydroxypropan-2-yl)cyclohexyl)pyrimidine-5-carboxylic acid amide FC(C1=NN(C2=CN=CC=C21)C2=NC=C(C=N2)C(=O)N[C@@H]2CC[C@H](CC2)C(C)(C)O)F